C(C(C)C)NC(=O)N1C(N([C@H]2C[C@H](O)[C@@H](CO)O2)C=CC1=O)=O N-isobutylaminocarbonyl-2'-deoxyuridine